11-[(1R)-1-aminoethyl]-9-fluoro-5,6-dihydrochromeno[2,3-f]quinolin-7-one N[C@H](C)C=1C=C(C=C2C(C3=C(C=4C=CC=NC4CC3)OC12)=O)F